2-(2-(hydroxymethyl)-4-nitro-1H-imidazol-1-yl)-N-(4-methoxybenzyl)acetamide OCC=1N(C=C(N1)[N+](=O)[O-])CC(=O)NCC1=CC=C(C=C1)OC